3-ethyl-3-((2-ethyl-hexyloxy)methyl)-oxetane C(C)C1(COC1)COCC(CCCC)CC